1,4-dihydro-2H-spiro[isoquinoline-3,4'-piperidin]-3'-ol N1CC(C2(CC1)NCC1=CC=CC=C1C2)O